C1(=CC=CC=2C3=CC=CC=C3CC12)COC(=O)NCCC(=O)O N-(fluorenylmethoxycarbonyl)-beta-alanine